C(C)SC(CC1CC(=C(C(C1)=O)C(CC)=O)O)C 5-[2-(ethylthio)propyl]-3-hydroxy-2-propionyl-2-cyclohexene-1-one